4-(2-fluoro-6-methoxyphenyl)-N-(5-((4-(hydroxymethyl)pyridin-2-yl)methoxy)-1,3,4-thiadiazol-2-yl)-6-methylnicotinamide FC1=C(C(=CC=C1)OC)C1=CC(=NC=C1C(=O)NC=1SC(=NN1)OCC1=NC=CC(=C1)CO)C